C(C)(C)NC(=O)C1=CC=C2C(=CC=C(C2=C1)NC(OC(C)(C)C)=O)C1=CC=C(C=C1)C(F)(F)F Tert-Butyl (7-(isopropylcarbamoyl)-4-(4-(trifluoromethyl)phenyl)naphthalen-1-yl)carbamate